C(CCC)C(C(C(=O)[O-])O)C(=O)[O-] 3-Butylmalat